N(=NC1=NN=NN1)C1=NN=NN1 azobistetrazole